5-bromo-3-[(Z)-1-cyano-2-(2-cyano-5-methoxy-phenyl)vinyl]indole-1-carboxylic acid BrC=1C=C2C(=CN(C2=CC1)C(=O)O)/C(=C/C1=C(C=CC(=C1)OC)C#N)/C#N